CC(C(=O)C1=CC=C(C=C1)SC)(C)N1CCOCC1 2-methyl-1-[4-(methylthio)phenyl]-2-morpholinylpropan-1-one